CC=1N(N=C2C3=C(CC4(C12)CC4)OC(=C3)C(=O)NC[C@H]3OCCC3)CC=3C=NC(=CC3)C methyl-2'-[(6-methylpyridin-3-yl)methyl]-N-{[(2S)-oxolane-2-yl]methyl}-2',5'-dihydrospiro[cyclopropane-1,4'-furo[2,3-g]indazole]-7'-carboxamide